2,4-diamino-6-[2-(2-methyl-1-imidazolyl)ethyl]-S-triazine NC1=NC(=NC(=N1)N)CCN1C(=NC=C1)C